1-(4-((6-amino-5-cyclopropylpyrimidin-4-yl)oxy)-2-fluorophenyl)-3-(3-(tert-butyl)-1-(4-methoxyphenyl)-1H-pyrazol-5-yl)urea NC1=C(C(=NC=N1)OC1=CC(=C(C=C1)NC(=O)NC1=CC(=NN1C1=CC=C(C=C1)OC)C(C)(C)C)F)C1CC1